FC(S(=O)(=O)OC=1CN(CCC1)C(=O)OC(C)(C)C)(F)F tert-butyl 3-(((trifluoromethyl) sulfonyl) oxy)-5,6-dihydropyridine-1(2H)-carboxylate